BrC=1C=C(C=C(C1)F)CC(=O)OCC Ethyl 2-(3-bromo-5-fluoro-phenyl)acetate